C(C1=CC=CC=C1)OCC=1N(C(N(N1)C=1C=C2C(C(OC(C2=CC1F)=O)O)C(C)C)=O)CC 5-((benzyloxy)methyl)-4-ethyl-2-(7-fluoro-3-hydroxy-4-isopropyl-1-oxoisochroman-6-yl)-2,4-dihydro-3H-1,2,4-triazol-3-one